FC1(CCC(CC1)N1C(C(=CC=C1)C(=O)O)=O)F 1-(4,4-difluorocyclohexyl)-2-oxo-1,2-dihydropyridine-3-carboxylic acid